CC([C@H](C1=NC=CC=C1)NC(=O)C=1C=2C[C@@H]3[C@H](C2N(N1)C1=NC=C(C=C1F)OC)C3)(C)C (1aR,5aR)-2-(3-Fluoro-5-methoxy-pyridin-2-yl)-1a,2,5,5a-tetrahydro-1H-2,3-diaza-cyclopropa[a]pentalene-4-carboxylic acid ((R)-2,2-dimethyl-1-pyridin-2-yl-propyl)-amide